tert-butyl 5-acetamido-3-(6-chloro-2-(1,1-difluoroethyl)pyrimidin-4-yl)-1H-pyrrolo[2,3-c]pyridine-1-carboxylate C(C)(=O)NC=1C=C2C(=CN1)N(C=C2C2=NC(=NC(=C2)Cl)C(C)(F)F)C(=O)OC(C)(C)C